Dimethylzirconium (2',2'''-(Pyridine-2,6-diyl)bis((3-adamantan-1-yl)-5-(tert-butyl)-[1,1'-biphenyl]-2-olate)) N1=C(C=CC=C1C1=C(C=CC=C1)C=1C(=C(C=C(C1)C(C)(C)C)C12CC3CC(CC(C1)C3)C2)[O-])C2=C(C=CC=C2)C=2C(=C(C=C(C2)C(C)(C)C)C23CC1CC(CC(C2)C1)C3)[O-].C[Zr+2]C